(R)-3-(1-(methylamino)propyl)bicyclo[1.1.1]pentane-1-carboxylate hydrochloride Cl.CN[C@H](CC)C12CC(C1)(C2)C(=O)O